6-(3-amino-8-chloro-6-isoquinolinyl)-5-ethyl-1-methyl-pyridin-2-one NC=1N=CC2=C(C=C(C=C2C1)C1=C(C=CC(N1C)=O)CC)Cl